(S)-3-(4-amino-6-isopropylpyrido[3,4-d]pyrimidin-8-yl)-2,4-dimethylphenol NC=1C2=C(N=CN1)C(=NC(=C2)C(C)C)C=2C(=C(C=CC2C)O)C